fluoro-phenyl-propenol FC(=C(O)C1=CC=CC=C1)C